methoxyquinoline-3-carbaldehyde COC1=NC2=CC=CC=C2C=C1C=O